C(C1=CC=CC=C1)(=O)OC1=C(C(=CC=C1C(C)(C)C)C(C)(C)C)OC(C1=CC=CC=C1)=O 3,6-di-tert-butyl-1,2-phenylene dibenzoate